2-[2-(1-piperidinyl)propoxy]ethyl-N-methyl-N-(n-butyl)-amine N1(CCCCC1)C(COCCN(CCCC)C)C